(±)-2-((4-allyl-2-methoxyphenoxy)methyl)oxirane C(C=C)C1=CC(=C(OC[C@@H]2OC2)C=C1)OC |r|